N1=C(C=CC=C1)N1CCN(CC1)C=1C2=C(N=CN1)C=CC(=N2)C2=CC(=NC=C2)N 4-(4-(4-(pyridin-2-yl)piperazin-1-yl)pyrido[3,2-d]pyrimidin-6-yl)pyridin-2-amine